Cl.NCC1=CN=C(S1)C=1SC(=CN1)CNC(=O)C1=CC2=C(SC3=C(C(N2)=O)C=CC=C3)C=C1 N-((5'-(aminomethyl)-[2,2'-bithiazol]-5-yl)methyl)-11-oxo-10,11-dihydrodibenzo[b,f][1,4]thiazepine-8-carboxamide hydrochloride